Ethyl (2R)-2-hydroxy-3-(5-methyl-1H-1,2,4-triazol-1-yl)propanoate O[C@@H](C(=O)OCC)CN1N=CN=C1C